4'-cyclopropyl-6'-methoxy-N-methyl-4-(4-(1-methyl-4-(trifluoromethyl)-1H-imidazol-2-yl)benzyl)-[2,5'-bipyrimidin]-5-amine C1(CC1)C1=NC=NC(=C1C1=NC=C(C(=N1)CC1=CC=C(C=C1)C=1N(C=C(N1)C(F)(F)F)C)NC)OC